[Cl-].C(#N)CN1CN(C=C1)C 1-cyanomethyl-3-methylimidazole chloride